FC1=C(C=CCN1C)N1CCN(CC1)CC=1C=C2C=3N([C@H](C(NC3C1)=O)C)N=C2 (S)-6-fluoro-N-methyl-5-(4-((3-methyl-2-oxo-2,3-dihydro-1H-pyrazolo[1,5,4-de]quinoxalin-8-yl)methyl)piperazin-1-yl)pyridine